1H-INDAZOLE-3,5-DICARBOXALDEHYDE N1N=C(C2=CC(=CC=C12)C=O)C=O